C1=NC=C(C2=CC=CC=C12)N1C(N(C[C@@H]1C#N)C1=CC(=CC=C1)OC(F)(F)F)=O |r| Racemic-3-(isoquinolin-4-yl)-2-oxo-1-(3-(trifluoromethoxy)phenyl)imidazolidine-4-carbonitrile